C1(=CC=CS1)C(=O)CC(=O)C(F)(F)F 1-(2-thenoyl)-3,3,3-trifluoroacetone